8-(cyclopentanecarbonyl)-4-[(2R)-3-(3,4-dihydro-1H-isoquinolin-2-yl)-2-hydroxy-propyl]-2,3-dihydro-1,4-benzoxazepin-5-one C1(CCCC1)C(=O)C1=CC2=C(C(N(CCO2)C[C@@H](CN2CC3=CC=CC=C3CC2)O)=O)C=C1